11-[4-(4-tert-butoxycarbonyl-3-cyclopentyl-phenyl)quinazolin-7-yl]oxyundecanoic acid C(C)(C)(C)OC(=O)C1=C(C=C(C=C1)C1=NC=NC2=CC(=CC=C12)OCCCCCCCCCCC(=O)O)C1CCCC1